NC1=NC=CC=C1C1=NC=2C(=NC(=CC2)C2=CC=CC=C2)N1C1=CC=C(CN2CCN(CCC2)C2=CC(=C(C=O)C=C2)O)C=C1 4-(4-(4-(2-(2-aminopyridin-3-yl)-5-phenyl-3H-imidazo[4,5-b]pyridin-3-yl)benzyl)-1,4-diazepan-1-yl)-2-hydroxybenzaldehyde